COC(N(C1(CC1)C1=CC(=CC(=C1)Cl)Cl)CC(C)(C)N)=O.ClC1=C(C=CC(=N1)C=1C(=NC(=CC1)F)S(=O)(=O)NCOC)C(F)(F)F (6-chloro-5-(trifluoromethyl)pyridin-2-yl)-6-fluoro-N-(methoxymethyl)pyridine-2-sulfonamide Methyl-(2-amino-2-methylpropyl)(1-(3,5-dichlorophenyl)cyclopropyl)carbamate